(2S,3S,4S)-N-(5-chloro-4-(2,2-difluorocyclopropyl)-2-fluorophenyl)-3,4-dihydroxy-N-(Methyl-d3)-1-(6-methyl-4-(trifluoromethyl)pyridin-2-yl)-5-oxopyrrolidine-2-carboxamide ClC=1C(=CC(=C(C1)N(C(=O)[C@H]1N(C([C@H]([C@H]1O)O)=O)C1=NC(=CC(=C1)C(F)(F)F)C)C([2H])([2H])[2H])F)C1C(C1)(F)F